OC1=C(C2=C(C=CO2)C(=C1CC#N)OC)OC 2-(6-hydroxy-4,7-dimethoxy-1-benzofuran-5-yl)-acetonitrile